C(CCCCC#C)C(C(=O)O)C(=O)O 2-(hept-6-yn-1-yl)propanedioic acid